C(C)(C)(C)OC(=O)N[C@H](C(=O)OC)C[C@@H](C(=O)OC)OC1=C(C=NC=C1)[N+](=O)[O-] dimethyl (2S,4S)-2-((tert-butoxycarbonyl)amino)-4-((3-nitropyridin-4-yl)oxy)pentanedioate